(4,5-dichloro-1,2-phenylene)bis(methylene) (E,E)-bis(N'-(3-chloro-4-fluorophenyl)carbamimidothioate) dihydrobromide Br.Br.ClC=1C=C(C=CC1F)\N=C(/N)\SCC1=C(C=C(C(=C1)Cl)Cl)CSC(N)=NC1=CC(=C(C=C1)F)Cl